C(C)(C)(C)OC(=O)N1CCC(CC1)CC=C1CC[C@@]2(C3CC[C@@]4(C(CCC4C3C([C@@H](C2C1)CO)=O)=O)C)C tert-butyl-4-(2-((6S,10R,13S)-6-(hydroxymethyl)-10,13-dimethyl-7,17-dioxododecahydro-1H-cyclopenta[a]phenanthren-3(2H,4H,10H)-ylidene)ethyl)piperidine-1-carboxylate